N1=CC(=CC=C1)C=1C(=NC=CC1)C1=CC=CC=C1 6-(3-(pyridin-3-yl)pyridin-2-yl)benzene